Ethanolat C(C)[O-]